2,2-DIPHENYLETHYLISOCYANIDE C1(=CC=CC=C1)C(C[N+]#[C-])C1=CC=CC=C1